C(C)S(=O)(=O)C1=CC=C(C=C1)[C@@H](CO)C1=C(C(=O)N)C=CC(=C1)N1CC(OCCC1=O)C1=CC=C(C=C1)C(F)(F)F ((R)-1-(4-(ethylsulfonyl)phenyl)-2-hydroxyethyl)-4-(5-oxo-2-(4-(trifluoromethyl)phenyl)-1,4-oxazepan-4-yl)benzamide